C(C)(C)(C)NC(=O)C1=CC2=C(OC(CO2)C(C=[N+]=[N-])=O)C=C1 N-tert-butyl-2-(2-diazoacetyl)-2,3-dihydro-1,4-benzodioxin-6-carboxamide